6-(1-hydroxyethyl)-N-(propan-2-yl)pyridazine-3-carboxamide OC(C)C1=CC=C(N=N1)C(=O)NC(C)C